methoxytert-butyl ether COCC(C)(C)OC(COC)(C)C